BrC1=C(N(N=C1S)C)N1N=CC(=C1)C=1C=CC(=C(C(=O)NC2CC2)C1)Cl 5-[1-(4-bromo-2-methyl-5-sulfanyl-pyrazol-3-yl)pyrazol-4-yl]-2-chloro-N-cyclopropyl-benzamide